C(C)(C)(C)OC(=O)N(C1=CC(=NC(=C1)C)NC1=C(C(=C2C(=N1)CCO2)[C@H]2CCN(CCC2)C(=O)OC(C)(C)C)F)C |r| tert-butyl rac-(4R)-4-[5-[[4-[tert-butoxycarbonyl(methyl)amino]-6-methyl-2-pyridyl] amino]-6-fluoro-2,3-dihydrofuro[3,2-b]pyridin-7-yl]azepane-1-carboxylate